C1(CCC1)CN(C(OC(C)(C)C)=O)CC=1C=CC=2N(C1)C=C(N2)CN2C(C1=CN=CC=C1C=C2)=O tert-butyl N-(cyclobutylmethyl)-N-[[2-[(1-oxo-2,7-naphthyridin-2-yl)methyl]imidazo[1,2-a]pyridin-6-yl]methyl]carbamate